tert-Butyl 4-(2-methoxyethyl)-3-methylpiperazine-1-carboxylate COCCN1C(CN(CC1)C(=O)OC(C)(C)C)C